O=C1N(CC2=CC(=CC=C12)CN1CCC(=CC1)C=1C2=C(N=CN1)SC1=C2CCCC1)N1C(NC(CC1)=O)=O 1-(1-oxo-5-((4-(5,6,7,8-tetrahydrobenzo[4,5]thieno[2,3-d]pyrimidin-4-yl)-3,6-dihydropyridin-1(2H)-yl)methyl)isoindolin-2-yl)dihydropyrimidine-2,4(1H,3H)-dione